COC1=CC=CC(=C1OC)CCCCCCCCCC2CC(=C)C(=O)O2 The molecule is a butan-4-olide having a methylidene group at the 3-position and a 9-(2,3-dimethoxyphenyl)nonyl substituent at the 5-position. It is a butan-4-olide and a dimethoxybenzene.